N-(5-(benzyloxy)-3,4,6-trimethylpyridin-2-yl)-5-(trifluoromethoxy)-1H-indole-2-carboxamide C(C1=CC=CC=C1)OC=1C(=C(C(=NC1C)NC(=O)C=1NC2=CC=C(C=C2C1)OC(F)(F)F)C)C